COC1=CC=C2CCCOC2=C1 7-methoxychroman